CS(=O)(=O)OC1=C(C=CC=C1)P(N(P(C1=CC=C(C=C1)[Si](CCCC)(CCCC)CCCC)C1=C(C=CC=C1)OS(=O)(=O)C)C1CCCCC1)C1=CC=C(C=C1)[Si](CCCC)(CCCC)CCCC ((cyclohexylazanediyl)bis((4-(tributylsilyl)phenyl)phosphanediyl))bis(2,1-phenylene) dimethanesulfonate